OC1(CN(C1)CC1=CC2=CC=C(C=C2C[C@H]1C)OCCCC(F)(F)F)C(=O)O 3-hydroxy-1-{[(3R)-3-methyl-6-(4,4,4-trifluorobutoxy)-3,4-dihydro-2-naphthalenyl]methyl}-3-azetidinecarboxylic acid